1-(5-((2,6-dichlorobenzyl)oxy)-4-fluoro-2,3-dihydro-1H-inden-1-yl)piperidine-4-carboxylic acid ClC1=C(COC=2C(=C3CCC(C3=CC2)N2CCC(CC2)C(=O)O)F)C(=CC=C1)Cl